anti-2-hydroxyglutarate OC(C(=O)[O-])CCC(=O)[O-]